N-(5-(6-(4-(ethylsulfonyl)phenyl)-1-oxo-3,4-dihydroisoquinolin-2(1H)-yl)-2-hydroxyphenyl)methanesulfonamide C(C)S(=O)(=O)C1=CC=C(C=C1)C=1C=C2CCN(C(C2=CC1)=O)C=1C=CC(=C(C1)NS(=O)(=O)C)O